1-[4-bromophenyl]-4-[4-(3-chlorophenyl)piperazin-1-yl]butane-1,4-dione BrC1=CC=C(C=C1)C(CCC(=O)N1CCN(CC1)C1=CC(=CC=C1)Cl)=O